(S)-2-((((9H-fluoren-9-yl)methoxy)carbonyl)amino)hex-5-enoic acid C1=CC=CC=2C3=CC=CC=C3C(C12)COC(=O)N[C@H](C(=O)O)CCC=C